(tert-butoxy carbonyl)carbamate C(C)(C)(C)OC(=O)NC([O-])=O